1-(6-(1,4-dimethyl-1H-1,2,3-triazol-5-yl)-4-(phenyl-(tetrahydro-2H-pyran-4-yl)methyl)-4H-furo[2',3':4,5]Pyrrolo[3,2-b]Pyridin-2-yl)ethan-1-one CN1N=NC(=C1C=1C=C2C(=NC1)C1=C(N2C(C2CCOCC2)C2=CC=CC=C2)C=C(O1)C(C)=O)C